N-(6-(1,4-dimethyl-1H-1,2,3-triazol-5-yl)-1-methyl-4-(phenyl(tetrahydro-2H-pyran-4-yl)methyl)-1,4-dihydropyrazolo[3',4':4,5]pyrrolo[3,2-b]pyridin-3-yl)-N-(methylsulfonyl)acetamide CN1N=NC(=C1C=1C=C2C(=NC1)C1=C(N2C(C2CCOCC2)C2=CC=CC=C2)C(=NN1C)N(C(C)=O)S(=O)(=O)C)C